acrylate sodium salt [Na+].C(C=C)(=O)[O-]